C1N(CC[C@@]12CNCC2)C(=O)OC(C)(C)C tert-butyl (S)-2,7-diazaspiro[4.4]nonane-2-carboxylate